BrC1=CC=CC(=N1)OCC1=C(C=C(C#N)C=C1)CCO 4-[(6-bromo-2-pyridinyl)oxymethyl]-3-(2-hydroxyethyl)benzonitrile